C(C)OC(CCC=CCOC=O)=O 6-formyloxy-4-hexenoic acid ethyl ester